rel-(1R,3R,4S,5R)-N-(3-carbamoyl-4-fluorophenyl)-4-(3,4-difluoro-2-methoxyphenyl)-5-Methyl-1-trifluoromethyl-2-oxabicyclo[3.2.0]heptane-3-carboxamide C(N)(=O)C=1C=C(C=CC1F)NC(=O)[C@@H]1O[C@@]2(CC[C@@]2([C@H]1C1=C(C(=C(C=C1)F)F)OC)C)C(F)(F)F |o1:13,15,18,19|